5-((4-((Benzyloxy)carbonyl)piperazin-1-yl)methyl)isoindoline-2-carboxylic acid tert-butyl ester C(C)(C)(C)OC(=O)N1CC2=CC=C(C=C2C1)CN1CCN(CC1)C(=O)OCC1=CC=CC=C1